1-(5,8-Dichloro-6,7-dihydroxy-3,4-dihydroisoquinolin-2(1H)-yl)-2-(6-methyl-4-(trifluoromethyl)pyridin-2-ylthio)ethanone ClC1=C2CCN(CC2=C(C(=C1O)O)Cl)C(CSC1=NC(=CC(=C1)C(F)(F)F)C)=O